BrC=1C=C(C(=C(NCC2=C(C=C(C=C2)Cl)Cl)C1)[N+](=O)[O-])C 5-bromo-N-(2,4-dichlorobenzyl)-3-methyl-2-nitroaniline